FN1C2(CC(C3=CC=CC=C13)=O)CCN(CC2)C(=O)NCC=2OC(=CC2)C fluoro-N-((5-methylfuran-2-yl)methyl)-4'-oxo-3',4'-dihydro-1'H-spiro[piperidine-4,2'-quinoline]-1-carboxamide